3-ethyl-N-[8-[(4-methoxyphenyl)methyl]-7-oxo-5,6-dihydro-1,8-naphthyridin-3-yl]pyridine-4-carboxamide C(C)C=1C=NC=CC1C(=O)NC=1C=NC=2N(C(CCC2C1)=O)CC1=CC=C(C=C1)OC